BrC=1C=CC2=C(N=C(S2)C)C1[N+](=O)[O-] 5-Bromo-2-methyl-4-nitrobenzo[d]thiazole